C(CCCCCNC(=O)NCCC[Si](OCC)(OCC)OCC)NC(=O)NCCC[Si](OCC)(OCC)OCC 1,1'-(hexane-1,6-diyl)bis(3-(3-(triethoxysilyl)propyl)urea)